C(CCCCCCCCC\C=C/CCCC)(=O)OC Methyl (Z)-Hexadec-11-Enoate